Fluoro-2-butene FCC=CC